FC=1C(=CC=2N(C1)C(=NC2)C)C(=O)OC methyl 6-fluoro-3-methylimidazo[1,5-a]pyridine-7-carboxylate